1-bromo-4-(diethoxyphosphorylmethyl)-2-fluoro-benzene BrC1=C(C=C(C=C1)CP(=O)(OCC)OCC)F